(8R,9S,13S,14S,17R)-17-(2-hydroxyethyl)-3-methoxy-13-methyl-7,8,9,11,12,13,14,15,16,17-decahydro-6H-cyclopenta[a]phenanthren-17-ol OCC[C@@]1(CC[C@H]2[C@@H]3CCC=4C=C(C=CC4[C@H]3CC[C@]12C)OC)O